(6R,12R)-17-amino-12-methyl-6,15-bis(trifluoromethyl)-13,19-dioxa-3,4,18-triazatricyclo[12.3.1.12,5]nonadeca-1(18),2,4,14,16-pentaene-6,11-diol NC1=CC(=C2O[C@@H](C(CCCC[C@](C3=NN=C(C1=N2)O3)(O)C(F)(F)F)O)C)C(F)(F)F